6-(4-(2-methoxyethoxy)-2-((4-((4-methyl-piperazin-1-yl)methyl)phenyl)amino)-7H-pyrrolo[2,3-d]pyrimidin-5-yl)-2-methyl-quinazolin-4(1H)-one COCCOC=1C2=C(N=C(N1)NC1=CC=C(C=C1)CN1CCN(CC1)C)NC=C2C=2C=C1C(N=C(NC1=CC2)C)=O